C1[C@H]([C@H]([C@H](O[C@]1(C(=O)[O-])O)[C@@H](C[NH3+])O)O)O The molecule is an amino acid zwitterion obtained by transfer of a proton from the carboxy to the amino group of 8-amino-3,8-dideoxy-alpha-D-manno-octulosonic acid; major species at pH 7.3. It is a tautomer of an 8-amino-3,8-dideoxy-alpha-D-manno-oct-2-ulosonic acid.